C(C)(C)(C)OC(=O)N1CC(C1)S(NCCCCCCNC=1C=C2C(N(C(C2=CC1)=O)C1C(NC(CC1)=O)=O)=O)(=O)=O Tert-Butyl-3-[(6-[[2-(2,6-Dioxopiperidin-3-Yl)-1,3-Dioxoisoindol-5-Yl]Amino]Hexyl) Sulfamoyl]Azetidine-1-Carboxylate